C(C)(C)(C)C1CCC(CC1)N 4-T-butylcyclohexylamine